ClC1=CC=C(C(=O)C2=C(C(=O)O)C=C(C=C2F)C(=O)C=2C=NN(C2)C)C=C1 2-(4-chlorobenzoyl)-3-fluoro-5-(1-methyl-1H-pyrazole-4-carbonyl)benzoic acid